5-chloro-N-(3-(2-(1,3-dihydroxypropan-2-ylamino)quinazolin-6-yl)-2,4-difluorophenyl)-2-methoxypyridine-3-sulfonamide ClC=1C=C(C(=NC1)OC)S(=O)(=O)NC1=C(C(=C(C=C1)F)C=1C=C2C=NC(=NC2=CC1)NC(CO)CO)F